4-(3-amino-1H-pyrazolo[4,3-b]pyridin-5-yl)-N-((1R,2S)-2-hydroxycyclopentyl)-3-methylbenzenesulfonamide NC1=NNC=2C1=NC(=CC2)C2=C(C=C(C=C2)S(=O)(=O)N[C@H]2[C@H](CCC2)O)C